Cl.Cl.[C@@H]1([C@H](O)[C@H](O)[C@@H](C[S+](CC[C@H](N)C(=O)Cl)C)O1)N1C=NC=2C(N)=NC=NC12 S-(5'-Adenosyl)-L-methionine chloride dihydrochloride